CC=1C=CC=C2N(CCN(C12)C(=O)OC(C)(C)C)C1=CC2=C(N=C(N=C2)S(=O)C)N(C1=O)C1CCOCC1 tert-butyl 8-methyl-4-(2-methylsulfinyl-7-oxo-8-tetrahydropyran-4-yl-pyrido[2,3-d]pyrimidin-6-yl)-2,3-dihydroquinoxaline-1-carboxylate